ClC=1C=CC(=C2C=C(NC12)C(=O)OC)F methyl 7-chloro-4-fluoro-1H-indole-2-carboxylate